(3,4-dihydroxyphenyl)-2-((1-(4-methoxyphenyl)-1H-tetrazol-5-yl)thio)ethan-1-one OC=1C=C(C=CC1O)C(CSC1=NN=NN1C1=CC=C(C=C1)OC)=O